2'-chloro-6-fluoro-5-(2-methoxyethoxy)-5'-(2-(((1r,4r)-4-(methylamino)cyclohexyl)amino)-1-phenylethyl)-[1,1'-biphenyl]-2-carboxamide ClC1=C(C=C(C=C1)C(CNC1CCC(CC1)NC)C1=CC=CC=C1)C=1C(=CC=C(C1F)OCCOC)C(=O)N